5-methyl-2-phenylmercapto-1,3,4-thiadiazole CC1=NN=C(S1)SC1=CC=CC=C1